FC=1C=C2CN(CC2=CC1)C(CNC12CC3(CC(CC(C1)C3)C2)OC(=O)N[C@@H]([C@@H](C)CC)C(=O)OC)=O Methyl (((3-((2-(5-fluoroisoindolin-2-yl)-2-oxoethyl)amino)adamantan-1-yl)oxy)carbonyl)-L-isoleucinate